3-Glycidyl-oxypropyl-methyl-dimethoxysilan C(C1CO1)OCCC[Si](OC)(OC)C